C(CCCCCCCC)B(O)O 1-NONANEBORONIC ACID